(rac)-tert-butyl 2-(4-isopropyl-2-methylphenyl)-2,3,5a,6,7,8,9,11-octahydro-10-oxa-1,2,5,7-tetraazacyclonona[cd]indene-5(4H)-carboxylate C(C)(C)C1=CC(=C(C=C1)N1N=C2C=3[C@@H](N(CCC13)C(=O)OC(C)(C)C)CNCCOC2)C |r|